6-(3-(benzyloxy)-4-methoxyphenyl)-3-cyano-5-(4-cyano-3-fluorophenyl)pyridine C(C1=CC=CC=C1)OC=1C=C(C=CC1OC)C1=C(C=C(C=N1)C#N)C1=CC(=C(C=C1)C#N)F